(R)-2-(N-[4-Amino-5-(4-methoxybenzoyl)thiazol-2-yl]-4-fluoroanilino)propanamid NC=1N=C(SC1C(C1=CC=C(C=C1)OC)=O)N(C1=CC=C(C=C1)F)[C@@H](C(=O)N)C